C(CC1=CC(OC)=C(O)C=C1)(=O)O Homovanillic acid